Dimethyl 2-(4-methoxyphenyl)malonate COC1=CC=C(C=C1)C(C(=O)OC)C(=O)OC